P(=O)(OC1=CC=CC=C1)(OC1=C(C=CC=C1)C(C)(C)C)OC1=C(C=CC=C1)C(C)(C)C monophenyl bis(t-butylphenyl) phosphate